COC(=O)[C@@H]1C[C@H](C1)N1N=CC(=C1)C=1C=NC2=CC=C(C=C2N1)N1CCN(C2(CC2)C1)C(=O)OC(C)(C)C tert-butyl 7-(3-(1-(trans-3-(methoxycarbonyl) cyclobutyl)-1H-pyrazol-4-yl) quinoxalin-6-yl)-4,7-diazaspiro[2.5]octane-4-carboxylate